Ethyl 1-(3-bromophenyl)-4-formyl-2,5-dimethyl-pyrrole-3-carboxylate BrC=1C=C(C=CC1)N1C(=C(C(=C1C)C=O)C(=O)OCC)C